N(=C=O)CC=1C=C(C(=O)Cl)C=CC1 3-isocyanatomethylbenzoic acid chloride